Propane-2-sulfonic acid {4-[4-(1-phenyl-ethyl)-phenoxy]-tetrahydro-furan-3-yl}-amide C1(=CC=CC=C1)C(C)C1=CC=C(OC2C(COC2)NS(=O)(=O)C(C)C)C=C1